3,6-Dichloro-1-(3-((1-(2-methoxy-5-methylpyridin-3-yl)-5-methyl-4-nitro-1H-pyrazol-3-yl)oxy)propyl)-1H-pyrazolo[3,4-d]pyrimidine ClC1=NN(C2=NC(=NC=C21)Cl)CCCOC2=NN(C(=C2[N+](=O)[O-])C)C=2C(=NC=C(C2)C)OC